C1(CCC1)[C@H](C)NCC1=C2C(=NC(=C1)C(=O)OC)C(CC2)(F)F methyl 4-({[(1S)-1-cyclobutylethyl] amino} methyl)-7,7-difluoro-5H,6H-cyclopenta[b]pyridine-2-carboxylate